C(C=C)(=O)N1C[C@@H]2COC3=C(C(N2CC1)=O)C(=NC(=C3Cl)C3=C(C=CC=C3F)Cl)N3[C@H](CN(CC3)C)C (6aR)-8-acryloyl-4-chloro-3-(2-chloro-6-fluorophenyl)-1-((S)-2,4-dimethylpiperazin-1-yl)-6,6a,7,8,9,10-hexahydro-12H-pyrazino[2,1-c]pyrido[3,4-f][1,4]oxazepin-12-one